(Z)-2-(2-(1H-benzo[d]imidazol-2-yl)hydrazineylidene)-2,3-dihydro-1H-inden-1-one N1C(=NC2=C1C=CC=C2)N\N=C\2/C(C1=CC=CC=C1C2)=O